ClC=1C=C(N)C=C(C1OC=1C2=C(N=CN1)N(C=C2)C)Cl 3,5-dichloro-4-((7-methyl-7H-pyrrolo[2,3-d]pyrimidin-4-yl)oxy)aniline